4-(3-(3-(Cyclopentylamino)azetidin-1-carbonyl)-4-fluorobenzyl)phthalazin-1(2H)-on Hydrochlorid Cl.C1(CCCC1)NC1CN(C1)C(=O)C=1C=C(CC2=NNC(C3=CC=CC=C23)=O)C=CC1F